[5-(6-cyanopyrimidin-4-yl)-1-(oxazolidin-2-yl)pyrazole-3-carbonyl]-N-[(1r,4r)-4-hydroxy-4-(trifluoromethyl)cyclohexyl]-4-azaspiro[2.5]octane-7-carboxamide C(#N)C1=CC(=NC=N1)C1=CC(=NN1C1OCCN1)C(=O)C1CC12NCCC(C2)C(=O)NC2CCC(CC2)(C(F)(F)F)O